BrC(=CC1=C(N)C=C(C=C1)F)Br 2-(2,2-dibromovinyl)-5-fluoroaniline